BrC1=C2CCC[C@@H](C2=CC=C1)NC=1N=C(C(=NC1I)C#N)OC 5-{[(1S)-5-bromo-1,2,3,4-tetrahydronaphthalen-1-yl]amino}-6-iodo-3-methoxypyrazine-2-carbonitrile